(2R,3R,4S,5R)-2-{6-amino-2-{2-[(E)-4-(pyridin-2-yl)benzylidene]hydrazino}-9H-purin-9-yl}-5-(hydroxymethyl)tetrahydrofuran-3,4-diol NC1=C2N=CN(C2=NC(=N1)N/N=C/C1=CC=C(C=C1)C1=NC=CC=C1)[C@@H]1O[C@@H]([C@H]([C@H]1O)O)CO